CC(C(C)=O)(C=CC1C(C(=CC1)C)(C)C)C 3,3-dimethyl-5-(2,2,3-trimethyl-cyclopent-3-en-1-yl)-pent-4-en-2-one